C1(C(C)=CC(N1C1=C(C=CC=C1)CC1=C(C=CC=C1)N1C(C(C)=CC1=O)=O)=O)=O bis(citraconimidophenyl)methane